BrC=1C=C(C=CC1)C[C@@H](C(=O)NC)NC(=O)C1=CC(=NN1CC1=C(C=CC=C1)C#N)C1=CC=CC=C1 (S)-N-(3-(3-bromophenyl)-1-(methylamino)-1-oxopropan-2-yl)-1-(2-cyanobenzyl)-3-phenyl-1H-pyrazole-5-carboxamide